C(C)(C)(C)OC(=O)N[C@H]([C@@H](C)OCC1=CC=C(C=C1)C#CCCOCC(=O)OC(C)(C)C)CCC(N)=O tert-butyl 2-([4-[4-([[(2R,3S)-3-[(tert-butoxycarbonyl)amino]-5-carbamoylpentan-2-yl]oxy]methyl)phenyl] but-3-yn-1-yl] oxy)acetate